C(C)(=O)NC1C(C2OC(OCC2OC1OC1=CC=C(C=C1)\C=C\C(C1=CC=CC=C1)=O)C=1OC=CC1)OC(C(=O)O)C 2-[[7-Acetamido-2-(furan-2-yl)-6-[4-[(E)-3-oxo-3-phenylprop-1-enyl]phenoxy]-4,4a,6,7,8,8a-hexahydropyrano[3,2-d][1,3]dioxin-8-yl]oxy]propanoic acid